5-(2-(2-(benzyloxy)ethoxy)ethoxy)-N-(3-(dimethylamino)benzyl)-N-(3-methoxybenzyl)pyridin-2-amine C(C1=CC=CC=C1)OCCOCCOC=1C=CC(=NC1)N(CC1=CC(=CC=C1)OC)CC1=CC(=CC=C1)N(C)C